NC1CCOCC1 (3R,4R)-4-aminotetrahydropyran